tert-butyl (tertbutoxycarbonyl)(7-(4,4,5,5-tetramethyl-1,3,2-dioxaborolan-2-yl)-[1,2,4]triazolo[1,5-a]pyridin-2-yl)carbamate C(C)(C)(C)OC(=O)N(C(OC(C)(C)C)=O)C1=NN2C(C=C(C=C2)B2OC(C(O2)(C)C)(C)C)=N1